2-[(4-imidazol-1-ylphenyl)meth-ylamino]-5-propyl-4H-[1,2,4]-triazolo[1,5-a]pyrimidin-7-one N1(C=NC=C1)C1=CC=C(C=C1)CNC1=NN2C(NC(=CC2=O)CCC)=N1